C(=O)SCC S-ethyl thioformate